5-(3-fluoro-1-tetrahydropyran-2-yl-indazol-4-yl)pentanoic acid FC1=NN(C2=CC=CC(=C12)CCCCC(=O)O)C1OCCCC1